BrC=1C=C2C(=NC=NC2=CC1)OC1=C(C(=C(C=C1)Cl)Cl)F 6-bromo-4-(3,4-dichloro-2-fluoro-phenoxy)quinazoline